(R)-N-(4-(3-((7-(1H-pyrazol-4-yl)-[1,2,4]triazolo[1,5-a]pyridin-2-yl)amino)pyrrolidine-1-carbonyl)phenyl)-2-fluoroacrylamide N1N=CC(=C1)C1=CC=2N(C=C1)N=C(N2)N[C@H]2CN(CC2)C(=O)C2=CC=C(C=C2)NC(C(=C)F)=O